hydroxyethyl-ethylenebis(stearamide) OCCC(CCCCCCCCCCCCCCCCCCC(=O)N)CCCCCCCCCCCCCCCCCC(=O)N